ClC1=CC=CC2=C1CCCCC2 (R)-1-chloro-6,7,8,9-tetrahydro-5H-benzo[7]annulen